(6-(4-(3H-imidazo[4,5-b]pyridin-7-yl)-1H-pyrazol-1-yl)pyridin-3-yl)-2-morpholinoacetonitrile N1=CNC2=NC=CC(=C21)C=2C=NN(C2)C2=CC=C(C=N2)C(C#N)N2CCOCC2